4'-[4-(4-hydroxybutoxy)benzoyl]chalcone methyl-(S)-4-(3-((tert-butoxycarbonyl)amino)-3-methylpyridin-1-yl)-6-chloronicotinate COC(C1=CN=C(C=C1N1C[C@@](CC=C1)(C)NC(=O)OC(C)(C)C)Cl)=O.OCCCCOC1=CC=C(C(=O)C2=CC=C(C(/C=C/C3=CC=CC=C3)=O)C=C2)C=C1